OC1=C(C=C(C=C1)C=C1OC(C2=C1C=CC=C2O)=O)[O-] 2-hydroxy-5-[(7-hydroxy-1-oxo-2-benzofuran-3-ylidene)methyl]phenolate